Cl.C1OC[C@H]2[C@H]1CNC2 (3as,6as)-hexahydro-1H-furo[3,4-c]pyrrole hydrochloride